C(#N)C1=CC=C(COC2=NN=C(S2)NC(=O)C=2C=NC(=CC2C2=C(C=CC=C2)C#C)C)C=C1 N-(5-((4-cyanobenzyl)oxy)-1,3,4-thiadiazol-2-yl)-4-(2-ethynylphenyl)-6-Methylpyridine-3-carboxamide